N-(1-methylpiperidin-4-yl)-4-(pyrazin-2-yl)-3,4-dihydroquinoxaline-1(2H)-carboxamide CN1CCC(CC1)NC(=O)N1CCN(C2=CC=CC=C12)C1=NC=CN=C1